BrC1=CC=C2N=CC(=NC2=C1)N 7-Bromoquinoxaline-2-amine